C(CCCCCCC)C=1C(=C(C=CC1)OC(NC1=CC=CC=C1)=O)CCCCCCCC N-phenylcarbamic acid (dioctylphenyl) ester